4-bromo-3-[5-[2,2-difluoroethyl-(ethyl)amino]-2-methylpyrazol-3-yl]oxybenzonitrile BrC1=C(C=C(C#N)C=C1)OC=1N(N=C(C1)N(CC)CC(F)F)C